1-hexadecanoyl-2-dodecanoyl-glycero-3-phosphoserine C(CCCCCCCCCCCCCCC)(=O)OCC(OC(CCCCCCCCCCC)=O)COP(=O)(O)OC[C@H](N)C(=O)O